6-(6-{[(3S,4R)-3-fluoro-2,2,6,6-tetramethylpiperidin-4-yl]oxy}pyridazin-3-yl)-5-hydroxy-1'-methyl[3,4'-bipyridin]-2'(1'H)-one F[C@H]1C(NC(C[C@H]1OC1=CC=C(N=N1)C1=C(C=C(C=N1)C1=CC(N(C=C1)C)=O)O)(C)C)(C)C